(2''S)-2'-chloro-2''-methyl-5'H-dispiro[cyclopropane-1,4'-thieno[2,3-c]pyran-7',4''-piperidine] ClC1=CC2=C(S1)C1(C[C@@H](NCC1)C)OCC21CC1